N-((1r,4r)-4-((4-Fluorobenzyl)(methyl)amino)cyclohexyl)-6-morpholinopyridine-3-sulfonamide FC1=CC=C(CN(C2CCC(CC2)NS(=O)(=O)C=2C=NC(=CC2)N2CCOCC2)C)C=C1